6-(((4-((4-(1H-tetrazol-5-yl)phenyl)ethynyl)phenyl)amino)methyl)-5-hydroxypyrimidin-4(3H)-one N1N=NN=C1C1=CC=C(C=C1)C#CC1=CC=C(C=C1)NCC1=C(C(NC=N1)=O)O